NC1=C(C2=C(S1)CCCC2)C(=O)O 2-amino-4,5,6,7-tetrahydrobenzo[B]thiophene-3-carboxylic acid